2-allyl-1-(6-(3-hydroxyoxetan-3-yl)pyridin-2-yl)-6-((4-(8-methyl-3,8-Diazabicyclo[3.2.1]oct-3-yl)phenyl)amino)-1,2-dihydro-3H-pyrazolo[3,4-d]pyrimidin-3-one C(C=C)N1N(C2=NC(=NC=C2C1=O)NC1=CC=C(C=C1)N1CC2CCC(C1)N2C)C2=NC(=CC=C2)C2(COC2)O